NC1(CCCCC1)C(=O)O 1-Aminocyclohexane-1-carboxylic acid